[Si](C)(C)(C(C)(C)C)OC1CN=C(C1)NCC(OCC)OCC 3-[tert-butyl(dimethyl)silyl]oxy-N-(2,2-diethoxyethyl)-3,4-dihydro-2H-pyrrol-5-amine